(R)-(3-methoxypyrrolidin-3-yl)methanol CO[C@]1(CNCC1)CO